2-fluoro-4-methoxypyridine-3-carboxylate FC1=NC=CC(=C1C(=O)[O-])OC